Cl.NC=1N=NC(=C2C1N=C(N2CC(CO)CO)CCCC)OC(C)C 2-[(7-amino-2-butyl-4-isopropoxy-imidazo[4,5-d]pyridazin-3-yl)methyl]propane-1,3-diol hydrochloride